CS(=O)(=O)C=1OC=NN1 2-methylsulfonyl-1,3,4-oxadiazole